FC1=CC=C(C=C1)C1=CC=C(C=C1)S(=O)(=O)N1C=C(C=C1C1=C(C=CC=C1)F)CNC([2H])([2H])[2H] N-((1-((4'-fluoro-[1,1'-biphenyl]-4-yl)sulfonyl)-5-(2-fluorophenyl)-1H-pyrrole-3-yl)methyl)methan-d3-amine